O[C@H](CCCCCCCCCCCC(=O)O)[C@H](CC)C (13R,14S)-13-hydroxy-14-methylhexadecanoic acid